C(C)(C)(C)OC(=O)N[C@H]1CN(CC1)S(=O)(=O)C=1C=C2C=CN(C2=CC1)C(C(=O)OC)C methyl 2-[5-[(3R)-3-(tert-butoxycarbonylamino)pyrrolidin-1-yl]sulfonylindol-1-yl]propanoate